OCC1=C(C(=C2N(C1=O)C(CS2)C(=O)OC)C2=CC(=CC=C2)C(F)(F)F)CC2=CC=CC1=CC=CC=C21 Methyl 6-(hydroxymethyl)-7-(naphthalen-1-ylmethyl)-5-oxo-8-(3-(trifluoromethyl)phenyl)-2,3-dihydro-5H-thiazolo[3,2-a]pyridine-3-carboxylate